Bithienyl S1C(=CC=C1)C=1SC=CC1